2-((S)-4-(7-(8-chloro-7-fluoronaphthalen-1-yl)-2-(((S)-1-methylpyrrolidin-2-yl)methoxy)-5,6,7,8-tetrahydropyrido[3,4-d]pyrimidin-4-yl)-1-(2-fluoroacryloyl)piperazin-2-yl)acetonitrile ClC=1C(=CC=C2C=CC=C(C12)N1CC=2N=C(N=C(C2CC1)N1C[C@@H](N(CC1)C(C(=C)F)=O)CC#N)OC[C@H]1N(CCC1)C)F